C(CCC)P([O-])(=O)C1=CC=CC=C1 butylphenylphosphinat